5-((3-bromo-2-methylphenoxy)methyl)nicotinonitrile BrC=1C(=C(OCC=2C=NC=C(C#N)C2)C=CC1)C